C(OC(C)(C)CCC)(=O)OOCC(CCCC)CC t-hexyl O-(2-ethylhexyl) monoperoxycarbonate